(S)-N-((S)-4-Methyl-5-oxo-5,6,7,8-tetrahydro-4H-pyrazolo[1,5-a][1,3]diazepin-6-yl)-5-phenyl-6,7-dihydro-5H-pyrrolo[1,2-b][1,2,4]triazol-2-carboxamid CN1C=2N(CC[C@@H](C1=O)NC(=O)C=1N=C3N(N1)[C@@H](CC3)C3=CC=CC=C3)N=CC2